ClC1=C(C(N(C(N1CC#C)=O)CC1CCCC1)=O)NC(CCC1=CC=C(C=C1)C)=O N-(6-chloro-3-(cyclopentylmethyl)-2,4-dioxo-1-(prop-2-yn-1-yl)-1,2,3,4-tetrahydropyrimidin-5-yl)-3-(p-tolyl)propanamide